2-methylpropan-2-yl {[3-cyano-4-(4,4,5,5-tetramethyl-1,3,2-dioxaborolan-2-yl)benzo[b]thiophen-2-yl]amino}carboxylate C(#N)C=1C2=C(SC1NC(=O)OC(C)(C)C)C=CC=C2B2OC(C(O2)(C)C)(C)C